1-(8-bromo-6-fluoro-4-isoquinolyl)-3-[(4-methoxyphenyl)methyl]hexahydropyrimidine-2,4-dione BrC=1C=C(C=C2C(=CN=CC12)N1C(N(C(CC1)=O)CC1=CC=C(C=C1)OC)=O)F